FC(C=1C=C(CN2C(CCC3=CC=CC=C23)CNC(C=C)=O)C=CC1)(F)F N-((1-(3-(trifluoromethyl)benzyl)-1,2,3,4-tetrahydroquinolin-2-yl)methyl)acrylamide